P(=O)(OCCN(C)CC1=C(C=CC(=C1)NC([C@H](C)NC([C@H](C)NC(CN=[N+]=[N-])=O)=O)=O)COC(=O)OC1=CC=C(C=C1)[N+](=O)[O-])(OCC[N+](C)(C)C)[O-] 2-((5-((S)-2-((S)-2-(2-azidoacetamido)propanamido)propanamido)-2-((((4-nitrophenoxy)carbonyl)oxy)methyl)benzyl)(methyl)amino)ethyl (2-(trimethylammonio) ethyl) phosphate